tetraacetyl-N-azidoacetyl-glucosamine C(C)(=O)[C@]1([C@](C(O)(O[C@@H]([C@H]1O)CO)C(C)=O)(N(C(CN=[N+]=[N-])=O)C(C)=O)C(C)=O)O